FC(C1=NN=C(S1)C1=CN=C2N1C=C(C=C2N2CC1C(C(C2)C1)CO)S(=O)(=O)NC1(CC1)C)F 3-(5-(difluoromethyl)-1,3,4-thiadiazol-2-yl)-8-(6-(hydroxymethyl)-3-azabicyclo[3.1.1]heptan-3-yl)-N-(1-methylcyclopropyl)imidazo[1,2-a]pyridine-6-sulfonamide